N-(5-(6-ethoxypyrazin-2-yl)pyridin-2-yl)-4-hydroxycyclohexanecarboxamide C(C)OC1=CN=CC(=N1)C=1C=CC(=NC1)NC(=O)C1CCC(CC1)O